C(C)(C)(C)OC(NCCOC1=CC2=C(N=C(S2)Br)C(=C1)C1CC1)=O 2-(2-bromo-4-cyclopropylbenzo[d]thiazol-6-yloxy)ethylcarbamic acid tert-butyl ester